4-(3,5-dimethyl-1-{[2-(trimethylsilyl)ethoxy]methyl}-1H-pyrazol-4-yl)-6-methoxy-1,3-benzothiazole CC1=NN(C(=C1C1=CC(=CC2=C1N=CS2)OC)C)COCC[Si](C)(C)C